1-(2-hydroxypropyl)-3-methyl-1H-pyrazol OC(CN1N=C(C=C1)C)C